ClC1=CN=C2N1C=C(C=N2)C=2C=CN1N=C(N=CC12)N[C@@H]1CC[C@H](CC1)OCC 5-(3-chloroimidazo[1,2-a]pyrimidin-6-yl)-N-(trans-4-ethoxycyclohexyl)pyrrolo[2,1-f][1,2,4]triazin-2-amine